C(C)(C)(C)S(=O)NC(C=1C=C(CNC(OC(C)(C)C)=O)C=CC1)C1=NC(=C(C=C1)C(C)C)F tert-butyl (3-(((tert-butylsulfinyl)amino)(6-fluoro-5-isopropylpyridin-2-yl)methyl)benzyl)carbamate